CC(C)(C)C1=C(C2=CC=CC=C2C=C1)N(CC)CC 2-(1,1-dimethylethyl)-N,N-diethyl-naphthalene-1-amine